CP(=O)(O)[O-] The molecule is an organophosphonate oxoanion that is the conjugate base of methylphosphonic acid, obtained by deprotonation of one of the two phosphonate OH groups. It is a conjugate base of a methylphosphonic acid. It is a conjugate acid of a methylphosphonate(2-).